(Z)-3-(2-(4-(4,4-difluoro-5-(4-(1-(4-hydroxyphenyl)-2-phenylbut-1-en-1-yl)phenoxy)pentyl)piperazin-1-yl)-5-oxo-5,7-dihydro-6H-pyrrolo[3,4-b]pyridin-6-yl)piperidine-2,6-dione FC(CCCN1CCN(CC1)C1=CC=C2C(=N1)CN(C2=O)C2C(NC(CC2)=O)=O)(COC2=CC=C(C=C2)\C(=C(\CC)/C2=CC=CC=C2)\C2=CC=C(C=C2)O)F